methyl-4-[(1-methylcyclopropyl)amino]-N-[1-(pyrazin-2-yl)ethyl]furo[2,3-d]pyrimidine-5-carboxamide CC=1N=C(C2=C(N1)OC=C2C(=O)NC(C)C2=NC=CN=C2)NC2(CC2)C